1-methyl-6-(trifluoromethyl)-1H-pyrazolo[3,4-d]pyrimidine-4-thiol CN1N=CC=2C1=NC(=NC2S)C(F)(F)F